NC1=NNC(=N1)[N+](=O)[O-] 3-amino-5-nitro-1,2,4-triazole